((S)-1-(7-fluoro-2-pyridin-2-ylquinolin-3-yl)ethyl)-7H-purin-6-amine FC1=CC=C2C=C(C(=NC2=C1)C1=NC=CC=C1)[C@H](C)C1=NC(=C2NC=NC2=N1)N